1-(1-((3R*,4S*)-3-fluoro-tetrahydropyran-4-yl)-1H-triazol-4-yl)-methane F[C@H]1COCC[C@@H]1N1N=NC(=C1)C |o1:1,6|